N-(5-chloro-2-(2-methoxyethoxy)phenyl)benzamide 2-thiouridine-5'-triphosphate P(O)(=O)(OP(=O)(O)OP(=O)(O)O)OC[C@@H]1[C@H]([C@H]([C@@H](O1)N1C(=S)NC(=O)C=C1)O)O.ClC=1C=CC(=C(C1)NC(C1=CC=CC=C1)=O)OCCOC